C(C)N1N=CC2=CC=C(C=C12)C(=O)OC methyl (1-ethyl-1H-indazol-6-yl)carboxylate